ClC1=CC=C(C=C1)[C@@H]1NC(CC2=CC(=C(C=C12)OC(C)C)OC)=O (1S)-1-(4-chlorophenyl)-7-isopropoxy-6-methoxy-2,4-dihydro-1H-isoquinolin-3-one